C12N(CC(NC1)CC2)C=2C1=C(N=C(N2)OC([2H])([2H])C2(CC2)CN2CCCC2)CN(CC1)C1=CC(=CC2=CC=C(C(=C12)F)F)O 4-(4-(2,5-Diazabicyclo[2.2.2]octan-2-yl)-2-((1-(pyrrolidin-1-ylmethyl)cyclopropyl)methoxy-d2)-5,8-dihydropyrido[3,4-d]pyrimidin-7(6H)-yl)-5,6-difluoronaphthalen-2-ol